N-[3-(2-aminoquinazolin-6-yl)-2,4-difluorophenyl]-4-(hydroxymethyl)piperidine-1-sulfonamide NC1=NC2=CC=C(C=C2C=N1)C=1C(=C(C=CC1F)NS(=O)(=O)N1CCC(CC1)CO)F